N-((1S,2S)-2-((4-fluorophenoxy)methyl)cyclopentyl)-6-((2-methoxyethyl)amino)-3-(2H-1,2,3-triazol-2-yl)picolinamide FC1=CC=C(OC[C@@H]2[C@H](CCC2)NC(C2=NC(=CC=C2N2N=CC=N2)NCCOC)=O)C=C1